COC(C)COC(C)COC(C)CO Tripropylene glycol monomethyl ether